C(C)#N.C[NH+](C)C trimethylammonium acetonitrile salt